Methyl 4-bromo-3-(((tert-butoxycarbonyl)amino)methyl)-5-chloro-1-(3-((6-fluoro-3-((4-methoxybenzyl)thio)naphthalen-1-yl)oxy)propyl)-1H-indole-2-carboxylate BrC1=C2C(=C(N(C2=CC=C1Cl)CCCOC1=CC(=CC2=CC(=CC=C12)F)SCC1=CC=C(C=C1)OC)C(=O)OC)CNC(=O)OC(C)(C)C